ClC1=C(C(=CC=C1)OCCO)C=1C=CC=C2C(=CNC12)C(=O)C1=CC(=C(C(=C1)F)F)F (7-(2-chloro-6-(2-hydroxyethoxy)phenyl)-1H-indol-3-yl)(3,4,5-trifluorophenyl)methanone